ClC=1C=C(C=CC1Cl)N1C(CN(CC1)C(=O)N1C(C=CC2=CC=CC=C12)=O)C(C)C (4-(3,4-dichlorophenyl)-3-isopropylpiperazine-1-carbonyl)quinolin-2(1H)-one